1-(3-(5-(tert-butyl)-3-((7-chloro-1-methyl-6-(pyrazolo[1,5-a]pyrazin-3-yloxy)-1H-imidazo[4,5-b]pyridin-2-yl)amino)-1H-pyrazol-1-yl)azetidin-1-yl)ethan-1-one C(C)(C)(C)C1=CC(=NN1C1CN(C1)C(C)=O)NC=1N(C=2C(=NC=C(C2Cl)OC=2C=NN3C2C=NC=C3)N1)C